C(C1=CC=CC=C1)S(=O)(=O)C1=CC=C(C=C1)NC1=NC(=C(C(=N1)NC1=NNC(=C1)C)OC)N1CCN(CC1)CCN(C)C N2-(4-(benzylsulfonyl)phenyl)-6-(4-(2-(dimethylamino)ethyl)piperazin-1-yl)-5-methoxy-N4-(5-methyl-1H-pyrazol-3-yl)pyrimidine-2,4-diamine